4'-fluoro-1'-(methylsulfonyl)-7'-nitrospiro[cyclobutane-1,3'-indoline] FC1=C2C3(CN(C2=C(C=C1)[N+](=O)[O-])S(=O)(=O)C)CCC3